CC(C)([S@](=O)NCC1=NC=CC(=C1F)C1=CC(=CC=2C=C(OC21)COC)COC2=C(C=CC(=C2)F)CC(=O)OCC)C (+)-(S)-ethyl 2-(2-((7-(2-((1,1-dimethylethylsulfinamido)methyl)-3-fluoropyridin-4-yl)-2-(methoxymethyl)benzofuran-5-yl)methoxy)-4-fluorophenyl)acetate